palmitoleoic acid C(CCCCCCC\C=C/CCCCCC)(=O)O